7-[(3R,4S)-3,4-dihydroxypyrrolidin-1-yl]-6-fluoro-4-oxo-N-(4,4,4-trifluoro-2-methylbut-2-yl)-1-(2,4,6-trifluorophenyl)-1,4-dihydro-1,8-naphthyridine-3-carboxamide O[C@@H]1CN(C[C@@H]1O)C1=C(C=C2C(C(=CN(C2=N1)C1=C(C=C(C=C1F)F)F)C(=O)NC(C)(CC(F)(F)F)C)=O)F